ClC1=CC=C(C(=C1NC=1N(C2=NC(=NC=C2N1)NC1CCOCC1)C1CCC(CC1)C(=O)N)F)F (1s,4s)-4-(8-(6-chloro-2,3-difluorophenylamino)-2-(tetrahydro-2H-pyran-4-ylamino)-9H-purin-9-yl)cyclohexanecarboxamide